(3-(2-((2-Cyclobutyl-2-hydroxyethyl)amino)-5-(trifluoromethyl)pyrimidin-4-yl)-1H-indol-7-yl)dimethyl-phosphine oxide C1(CCC1)C(CNC1=NC=C(C(=N1)C1=CNC2=C(C=CC=C12)P(C)(C)=O)C(F)(F)F)O